N1-(3-aminopropyl)-N3-methylpropan-1,3-diamin NCCCNCCCNC